C(CCC)C1N(S(C2=C(N(C1)C1=CC=C(C=C1)F)C=C(C(=C2)OCC(C(=O)O)(C)C)SC)(=O)=O)C 3-((3-butyl-5-(4-fluorophenyl)-2-methyl-7-(methylthio)-1,1-dioxido-2,3,4,5-tetrahydro-1,2,5-benzothiadiazepin-8-yl)oxy)-2,2-dimethyl-propanoic acid